(S)-2-(5-(N-(8-aminooctyl)-1-(isoquinolin-4-yl)piperidine-3-carboxamido)-2-oxopyridin-1(2H)-yl)acetic acid NCCCCCCCCN(C(=O)[C@@H]1CN(CCC1)C1=CN=CC2=CC=CC=C12)C=1C=CC(N(C1)CC(=O)O)=O